4-(p-hydroxyphenylamino)quinazoline OC1=CC=C(C=C1)NC1=NC=NC2=CC=CC=C12